N-ethyl-N-(2-(4-((2-(3-Fluorobenzoyl)-6-hydroxybenzo[b]thiophen-3-yl)oxy)phenoxy)ethyl)glycine C(C)N(CC(=O)O)CCOC1=CC=C(C=C1)OC=1C2=C(SC1C(C1=CC(=CC=C1)F)=O)C=C(C=C2)O